OC1=C(C=CC(=C1)C(F)(F)F)C1=NN=C(C(N1C)=O)N[C@H]1CN(CCC1)C (R)-3-(2-Hydroxy-4-(trifluoromethyl)phenyl)-4-methyl-6-((1-methylpiperidin-3-yl)amino)-1,2,4-triazin-5(4H)-on